(1S,4S,5S)-4,7,7-trimethyl-6-thiabicyclo[3.2.1]octane C[C@H]1CC[C@@H]2C(S[C@H]1C2)(C)C